C1(=CC=CC=C1)C(C(=O)OC(C(C(OC(C1=CC=CC=C1)=O)C(C)(C)C)CC)C(C)(C)C)=O 1,3-di-tert-butyl-2-ethyl-1,3-propanediol benzoate phenylglyoxylate